ClC1=C(C=CC(=C1)C#N)C=1C=CC(=C2C=CC=NC12)C[C@@H](C(=O)O)NC(C1=C(C=CC=C1F)F)=O (S)-3-(8-(2-chloro-4-cyanophenyl)quinolin-5-yl)-2-(2,6-difluorobenzoylamino)propionic acid